(1R,2S)-2-(1-benzylindazol-6-yl)-5'-methoxy-1'-methylspiro[cyclopropane-1,3'-indol]-2'-one C(C1=CC=CC=C1)N1N=CC2=CC=C(C=C12)[C@@H]1C[C@@]12C(N(C1=CC=C(C=C21)OC)C)=O